disodium mercaptopropionate SC(C(=O)[O-])C.[Na+].[Na+].SC(C(=O)[O-])C